1,1'-((dimethylsilanediyl)bis(oxy))bis(propan-2-amine) C[Si](OCC(C)N)(OCC(C)N)C